OC=1OC2=CC=CC=C2C(C1C1=CC(=C(C=C1)F)N(C)C)=O hydroxy-3'-dimethylamino-4'-fluoroisoflavone